phenylethyl 2-phenylacetate C1(=CC=CC=C1)CC(=O)OCCC1=CC=CC=C1